O1CC(CC1)OC1=CC=C(C=C1)NC=1N=C(C2=C(N1)COC2)OC=2C=C(C=CC2)NC(C=C)=O N-(3-((2-((4-((tetrahydrofuran-3-yl)oxy)phenyl)amino)-5,7-dihydrofuro[3,4-d]pyrimidine-4-yl)oxy)phenyl)acrylamide